8-(8-bromooct-1-yn-1-yl)-6H-[1,3]dioxolo[4,5-g]chromen-6-one BrCCCCCCC#CC1=CC(OC=2C=C3C(=CC12)OCO3)=O